C(C#CC)[NH-] but-2-ynyl-amide